N=C(C1=CC=C(C=C1)CNC([C@H](C)NC(=O)[C@@H]1NC[C@H](C1)C1=CC=CC=C1)=O)NC(OCCCCCC)=O Hexyl (imino(4-(((S)-2-((2R,4R)-4-phenylpyrrolidine-2-carboxamido)propanamido)methyl)phenyl)methyl)carbamate